iron gamma-aminobutyric acid NCCCC(=O)O.[Fe]